O=C1NC(CCC1C1=C(C=C(C=C1F)N1CC(C1)NC(OC1CN(C1)C1=NC(=CC=C1)C)=O)F)=O 1-(6-methylpyridin-2-yl)azetidin-3-yl (1-(4-(2,6-dioxopiperidin-3-yl)-3,5-difluorophenyl)azetidin-3-yl)carbamate